methyl N-[5-[6-[cyanomethyl-(4-fluorophenyl)carbamoyl]-4-methyl-benzimidazol-1-yl]-2-pyridyl]carbamate C(#N)CN(C(=O)C=1C=C(C2=C(N(C=N2)C=2C=CC(=NC2)NC(OC)=O)C1)C)C1=CC=C(C=C1)F